5-Fluoro-1-(4-hydroxyphenylethyl)-1H-benzo[d]imidazole hydrochloride Cl.FC1=CC2=C(N(C=N2)CCC2=CC=C(C=C2)O)C=C1